CC1=CC(NC=C1C(F)(F)F)=O 4-methyl-5-(trifluoromethyl)pyridin-2(1H)-one